5-((4-(2-bromo-3-fluoropyridin-4-yl)piperazin-1-yl)methyl)-2-(2,4-dioxotetrahydropyrimidin-1(2H)-yl)isoindoline-1,3-dione BrC1=NC=CC(=C1F)N1CCN(CC1)CC=1C=C2C(N(C(C2=CC1)=O)N1C(NC(CC1)=O)=O)=O